S(=O)(=O)([O-])[O-].C.[Sn+2] tin (II) methane sulphate